(3E,6Z)-3,7,11-trimethyl-1,3,6,11-dodecatetraene C/C(/C=C)=C\C\C=C(/CCCC(=C)C)\C